FC1=NC=CC(=C1)C=1C(=C2CCCC2=CC1)NC1=NC=NN1COCC[Si](C)(C)C N-(5-(2-fluoropyridin-4-yl)-2,3-dihydro-1H-inden-4-yl)-1-((2-(trimethyl-silyl)ethoxy)methyl)-1H-1,2,4-triazol-5-amine